(+-)-8-(2-n-butyl)-5,6,7,8-tetrahydroquinoline CC(CC)C1CCCC=2C=CC=NC12